BrC1=CC(=C(C=C1)C1=CN=C(N=N1)SC)OC 6-(4-bromo-2-methoxyphenyl)-3-(methylsulfanyl)-1,2,4-triazine